2-(2-bromo-5-(bromomethyl)phenyl)ethan-1-ol BrC1=C(C=C(C=C1)CBr)CCO